7-chloro-2-(3,4-dihydroxyphenylethyl)isoquinolin-1(2H)-one ClC1=CC=C2C=CN(C(C2=C1)=O)CCC1=CC(=C(C=C1)O)O